C(C=C)(=O)OCCC[NH+](C)C N-acryloyloxypropyl-N,N-dimethylammonium